6-(4-Amino-2,5-difluorophenyl)-2-(((1r,4r)-4-(dimethylamino)cyclohexyl)amino)-8-isopropylpyrido[2,3-d]pyrimidin-7(8H)-one NC1=CC(=C(C=C1F)C1=CC2=C(N=C(N=C2)NC2CCC(CC2)N(C)C)N(C1=O)C(C)C)F